(2-(5-(1-(3,5-dichloropyridin-4-yl)ethoxy)-1H-indazol-3-yl)-4,6-dihydropyrrolo[3,4-d]imidazol-5(1H)-yl)(3-hydroxycyclobutyl)ketone ClC=1C=NC=C(C1C(C)OC=1C=C2C(=NNC2=CC1)C1=NC2=C(N1)CN(C2)C2(CC(C2)O)C(=O)C2(CC(C2)O)N2CC=1NC(=NC1C2)C2=NNC1=CC=C(C=C21)OC(C)C2=C(C=NC=C2Cl)Cl)Cl